ethyl (2E)-2-hexaenoate C(\C=C\CCC)(=O)OCC